tert-butyl 3-(3-methylthiophen-2-yl)-6-oxo-1-oxa-2,7-diazaspiro[4.4]non-2-ene-7-carboxylate CC1=C(SC=C1)C1=NOC2(C1)C(N(CC2)C(=O)OC(C)(C)C)=O